FC(OC1=CC=C(C=C1)N1N=CC(=C1)N1CCN(CC1)C(=O)OC(C)(C)C)(F)F tert-butyl 4-[1-[4-(trifluoromethoxy)phenyl] pyrazol-4-yl]piperazine-1-carboxylate